O.S(=O)(=O)(O)C1=CC=C(C)C=C1 Tosylic acid monohydrate